C(C(C)(C)C)C1C(NCC2NOCC(N21)=O)=O 6-neopentyl-tetrahydropyrazino[2,1-c][1,2,4]oxadiazine-4,7(3H,6H)-dione